OCCC[N+](CCCCCCCCCCCCCCCC)(CCCO)CCCC(C)O 5-[N,N-bis(3-hydroxypropyl)-N-hexadecylammonio]-2-hydroxy-pentane